1-(3-(furan-2-yl)benzyl)-3-phenethyl-3-(tetrahydrofuran-2-yl)pyrrolidine O1C(=CC=C1)C=1C=C(CN2CC(CC2)(C2OCCC2)CCC2=CC=CC=C2)C=CC1